2-nitro-N-phenyl-[1,1'-biphenyl]-4-amine [N+](=O)([O-])C1=C(C=CC(=C1)NC1=CC=CC=C1)C1=CC=CC=C1